2-(4-(tert-butyldiphenylsiloxy)phenyl)ethane-1-amine O([Si](C1=CC=CC=C1)(C1=CC=CC=C1)C(C)(C)C)C1=CC=C(C=C1)CCN